BrC1=CC(=C(C#N)C(=C1)F)NC1CC1 4-bromo-2-(cyclopropylamino)-6-fluorobenzonitrile